FC(C(C(C(F)(F)F)(F)F)(F)F)(S(=O)(=O)[O-])F.C(C)(C)(C)C1=C(C=CC=C1)[S+](C1=C(C=CC=C1)C(C)(C)C)C1=C(C=CC=C1)C(C)(C)C tris(tert-butylphenyl)sulfonium perfluorobutanesulfonate